2-chloro-4-(3-chlorophenyl)-6-phenyl-1,3,5-triazine ClC1=NC(=NC(=N1)C1=CC(=CC=C1)Cl)C1=CC=CC=C1